C(C)OC(=O)C1=CN(C2=CC(=CC=C2C1=O)Cl)C1CC1 7-chloro-1-cyclopropyl-4-oxo-1,4-dihydroquinoline-3-carboxylic acid ethyl ester